C1(CC1)N(CC[C@@H](C(=O)O)NC(=O)OC1CCC2=NC=CC=C21)CCCCC2=NC=1NCCCC1C=C2 (2S)-4-(cyclopropyl(4-(5,6,7,8-tetrahydro-1,8-naphthyridin-2-yl)butyl)amino)-2-((((6,7-dihydro-5H-cyclopenta[b]pyridin-5-yl)oxy)carbonyl)amino)butanoic acid